CC1=C(C=C(C=C1)[C@@H](C(=O)O)C)CCN[C@@H]([C@H]1CNC2=CC=CN=C2C1)C1=CC=CC=C1 |o1:7| (S or R)-2-(4-methyl-3-(2-(((S)-phenyl((R)-1,2,3,4-tetrahydro-1,5-naphthyridin-3-yl)methyl)amino)ethyl)phenyl)propanoic acid